NC1C(CC(CC1)N)N 1,2,4-Triaminocyclohexan